dihydro-6'H-spiro[cyclohexane-1,9'-pyrazino[1',2':1,5]pyrrolo[2,3-d]pyrimidin]-6'-one N1CN=CC2=C1N1C(=C2)C(N=CC12CCCCC2)=O